[O-]S(=O)(=O)C(F)(F)F.C(C)[N+]1(CCCC1)C 1-Ethyl-1-Methylpyrrolidinium triflat